C(C)(C)(C)C1=NN=C(O1)C1=C(C=C(C=C1)C(=O)N1CCN(CC1)C=1OC=2C(=NC(=CC2)Cl)N1)C [4-(5-tert-butyl-1,3,4-oxadiazol-2-yl)-3-methyl-phenyl]-[4-(5-chlorooxazolo[4,5-b]pyridin-2-yl)piperazin-1-yl]methanone